(2S,4R)-1-((S)-2-(3-aminopropionylamino)-3,3-dimethylbutyryl)-4-hydroxy-N-(4-(4-methylthiazol-5-yl)benzyl)pyrrolidine-2-carboxamide NCCC(=O)N[C@H](C(=O)N1[C@@H](C[C@H](C1)O)C(=O)NCC1=CC=C(C=C1)C1=C(N=CS1)C)C(C)(C)C